BrC=1C=C(C=CC1)CCC(=O)C=1N(C=CC1)CCCCC 3-(3-bromophenyl)-1-(N-pentyl-pyrrol-2-yl)propan-1-one